6-(4-(azetidin-1-yl)pyrimidin-2-yl)-2-(pyridin-2-yl)phthalazin-1(2H)-one N1(CCC1)C1=NC(=NC=C1)C=1C=C2C=NN(C(C2=CC1)=O)C1=NC=CC=C1